Di-Propylenglycol dibenzoat C(C1=CC=CC=C1)(=O)OC(C)COC(C)COC(C1=CC=CC=C1)=O